FC(O[C@@H]1C[C@H](C1)N)(F)F trans-3-(trifluoromethoxy)cyclobutanamine